N1=CN=CC2=CC(=CC=C12)COC1=CC=C2CC[C@@H](OC2=C1)C(=O)OCC |r| Ethyl (2RS)-7-(quinazolin-6-ylmethoxy)chromane-2-carboxylate